[K+].FC(C(C(C(F)(F)F)(F)F)(F)F)(S(=O)(=O)[O-])F perfluoron-butanesulfonic acid, potassium salt